CN[C@@H](C(=O)OC)C1=CC=CC=C1 methyl (R)-2-(methylamino)-2-phenylacetate